N-(4,4-difluorocyclohexyl)-2-(3-methyl-3,8-diazabicyclo[3.2.1]octan-8-yl)-6,7-dihydropyrazolo[1,5-a]pyrazine-5(4H)-carboxamide FC1(CCC(CC1)NC(=O)N1CC=2N(CC1)N=C(C2)N2C1CN(CC2CC1)C)F